N-(5-((2-(methoxymethyl)-2,3-dihydrobenzo[b][1,4]dioxin-6-yl)ethynyl)-8-(methylamino)-2,7-naphthyridin-3-yl)cyclopropanecarboxamide COCC1COC2=C(O1)C=CC(=C2)C#CC2=C1C=C(N=CC1=C(N=C2)NC)NC(=O)C2CC2